3-[4-(2-methoxyphenyl)piperazin-1-yl]propionitrile COC1=C(C=CC=C1)N1CCN(CC1)CCC#N